(1S,3S,4R)-2-(2-(3-acetyl-5-(2-methylpyrazolo[1,5-a]pyrimidin-6-yl)-1H-indazol-1-yl)acetyl)-N-(3-methyl-6-(trifluoromethyl)pyridin-2-yl)-2-azabicyclo[2.2.1]heptane-3-carboxamide C(C)(=O)C1=NN(C2=CC=C(C=C12)C=1C=NC=2N(C1)N=C(C2)C)CC(=O)N2[C@H]1CC[C@@H]([C@H]2C(=O)NC2=NC(=CC=C2C)C(F)(F)F)C1